CC1=C(CC2=C(N1)COC2=O)C(=O)OC Methyl 2-methyl-5-oxo-1,4,5,7-tetrahydrofurano[3,4-b]pyridine-3-carboxylate